2-(4-chlorobenzoyl)-3-fluoro-5-(hydroxy(1-methyl-1H-pyrazol-4-yl)methyl)benzoic acid ClC1=CC=C(C(=O)C2=C(C(=O)O)C=C(C=C2F)C(C=2C=NN(C2)C)O)C=C1